5-ethynylacetylnaphthalene C(#C)CC(=O)C1=C2C=CC=CC2=CC=C1